FC1(CC(C1)COC1=C(C=CC(=C1F)F)[C@@H]1[C@@H](O[C@]([C@@H]1C)(C(F)(F)F)C)C(=O)NC1=CC(=NC=C1)C(=O)N)F 4-[[(2R,3R,4R,5R)-3-[2-[(3,3-Difluorocyclobutyl)methoxy]-3,4-difluoro-phenyl]-4,5-dimethyl-5-(trifluoromethyl)tetrahydrofuran-2-carbonyl]amino]pyridin-2-carboxamid